ClC=1C(=C2C=NN(C2=CC1C)S(=O)(=O)C1=CC=C(C)C=C1)C=1C(=NN(C1C)C1CC2(CN(C2)C(=O)OC(C)(C)C)C1)N1C2(CCC2)CC(CC1)=O Tert-butyl 6-(4-(5-chloro-6-methyl-1-tosyl-1H-indazol-4-yl)-5-methyl-3-(8-oxo-5-azaspiro[3.5]nonan-5-yl)-1H-pyrazol-1-yl)-2-azaspiro[3.3]heptane-2-carboxylate